Triethylammonium [(2S,6R)-6-(4-benzamido-2-oxopyrimidin-1(2H)-yl)-4-tritylmorpholin-2-yl]methylphosphonate C(C1=CC=CC=C1)(=O)NC1=NC(N(C=C1)[C@@H]1O[C@@H](CN(C1)C(C1=CC=CC=C1)(C1=CC=CC=C1)C1=CC=CC=C1)CP([O-])([O-])=O)=O.C(C)[NH+](CC)CC.C(C)[NH+](CC)CC